6-bromo-N-(cyclohexylmethyl)-8-nitro-4-oxo-4H-chromene-2-carboxamide BrC=1C=C2C(C=C(OC2=C(C1)[N+](=O)[O-])C(=O)NCC1CCCCC1)=O